ethyl 1-(2-(1-(6-methoxy-3,4-dihydro-2H-benzo[b][1,4]oxazin-7-yl)-6-(pyrazolo[1,5-a]pyrimidin-3-yl)-1H-pyrazolo[4,3-c]pyridine-3-carboxamido)ethyl)piperidine-4-carboxylate COC1=CC2=C(OCCN2)C=C1N1N=C(C=2C=NC(=CC21)C=2C=NN1C2N=CC=C1)C(=O)NCCN1CCC(CC1)C(=O)OCC